7-aminoheptanoic acid, sodium salt [Na+].NCCCCCCC(=O)[O-]